Tert-butyl (2S)-2-(3,3-difluorocyclopentyl)-2-((diphenylmethylene)amino)acetate FC1(CC(CC1)[C@@H](C(=O)OC(C)(C)C)N=C(C1=CC=CC=C1)C1=CC=CC=C1)F